1,3-propylene bis-(4-aminobenzoate) NC1=CC=C(C(=O)OCCCOC(C2=CC=C(C=C2)N)=O)C=C1